NS(=NC(CC1=C(C=CC=C1C1=CC(=NC=C1)OC)C(C)C)=O)(=O)C1=CN=C(S1)[C@@](CO)(C)O N-(amino(2-((S)-1,2-dihydroxypropan-2-yl)thiazol-5-yl)(oxo)-λ6-sulfaneylidene)-2-(2-isopropyl-6-(2-methoxypyridin-4-yl)phenyl)acetamide